deoxy-2'-methylidene-5-fluorocytidine C=C1[C@@H](O[C@@H]([C@H]1O)CO)N1C(=O)N=C(N)C(=C1)F